(E)-1-(2-nitrovinyl)-2-(2,2,2-trifluoroethoxy)benzene ethyl-4-(3-oxa-8-azabicyclo[3.2.1]octane-8-carbonyl)-2-ethoxybenzoate C(C)OC(C1=C(C=C(C=C1)C(=O)N1C2COCC1CC2)OCC)=O.[N+](=O)([O-])/C=C/C2=C(C=CC=C2)OCC(F)(F)F